tert-butyl 2-(2-ethoxy-1-imino-2-oxoethyl)hydrazine-1-carboxylate C(C)OC(C(=N)NNC(=O)OC(C)(C)C)=O